7-[(5-Allyloxy-2-pyridyl)methoxy]-1,2,3,4-tetrahydroisoquinoline hydrochloride Cl.C(C=C)OC=1C=CC(=NC1)COC1=CC=C2CCNCC2=C1